C1(CCCCC1)OC=1C=C(C=CC1)SC=1N=NNC1C(=O)O 4-((3-(cyclohexyloxy)phenyl)thio)-1H-1,2,3-triazole-5-carboxylic acid